O.[Na].[Na].NC=1C=C(C=C2C=C(C=C(C12)S(=O)(=O)O)S(=O)(=O)O)S(=O)(=O)O 8-amino-1,3,6-naphthalenetrisulfonic acid disodium hydrate